7-chloro-2-oxo-5-phenyl-2,3-dihydro-1H-1,4-benzodiazepine-4-oxide ClC=1C=CC2=C(C(=[N+](CC(N2)=O)[O-])C2=CC=CC=C2)C1